2-(3-pyridinyl)acetamide N1=CC(=CC=C1)CC(=O)N